3-fluoroallylcarbamate FC=CCNC([O-])=O